BrC=1C=C(C=C2C(=CC(=NC12)Cl)C(=O)N)Cl 8-bromo-2,6-dichloro-quinoline-4-carboxamide